tetraaminopyridine hydrochloride Cl.NC=1C(=C(C(=NC1)N)N)N